3-(6-bromo-2-pyridyl)-6-(2,2-difluoroethoxy)imidazo[1,2-a]pyrazine BrC1=CC=CC(=N1)C1=CN=C2N1C=C(N=C2)OCC(F)F